C1(CC1)C1=C(C(=NO1)C1=C(C=NC=C1Cl)Cl)COC12CCC(CC1)(CC2)C#CC=2C=C1C(=CC=NC1=CC2)C(F)(F)F 6-((4-((5-Cyclopropyl-3-(3,5-dichloropyridin-4-yl)isoxazol-4-yl)methoxy)bicyclo[2.2.2]octan-1-yl)ethynyl)-4-(trifluoromethyl)chinolin